5-(4-AMINOPHENYL)-2-HYDROXYBENZALDEHYDE NC1=CC=C(C=C1)C=1C=CC(=C(C=O)C1)O